ClC1=CC(=NC=C1F)C(C)=O 1-(4-chloro-5-fluoropyridin-2-yl)ethan-1-one